CC(C(=O)NN)(CCC(=O)NN)C 2,2-dimethylglutaric acid dihydrazide